(+)-6-(2-Chloro-3-cyclopropoxyphenyl)-2-(pyrimidin-2-yl)-5,6,7,8-tetrahydrophthalazin-1(2H)-one ClC1=C(C=CC=C1OC1CC1)C1CC=2C=NN(C(C2CC1)=O)C1=NC=CC=N1